5'-(3-chloro-4-((3,5-difluoropyridin-2-yl)methoxy)-5',6-dimethyl-2-oxo-2H-[1,4'-bipyridin]-2'-yl)spiro[cyclopropane-1,3'-pyrrolo[3,2-b]pyridin]-2'(1'H)-one ClC=1C(N(C(=CC1OCC1=NC=C(C=C1F)F)C)C1=CC(=NC=C1C)C1=CC=C2C(=N1)C1(C(N2)=O)CC1)=O